OC1C(=NC=C(C1=O)CCN1C(C=2C(C1=O)=CC(=CC2)OCC2=C(C=CC=C2)C(F)(F)F)=O)C N-(2-(3-hydroxy-2-methyl-4-oxo-pyridyl)ethyl)-4-(2-trifluoromethyl-benzyloxy)phthalimide